OB1OC(C2C1=C(C=CC2)C2=C1C(=NN=C(C1=CC=C2)N)C)C (1-hydroxy-3-methyl-3,4-dihydro-2,1-benzoxaborole-7-yl)-4-methylphthalazin-1-amine